ClC1=C(C(=NC(=N1)C(F)(F)F)N1CC=2C=C(C=NC2CC1)N1C=2N(CCC1)N=CC2)C 6-(6-chloro-5-methyl-2-(trifluoromethyl)pyrimidin-4-yl)-3-(6,7-dihydropyrazolo[1,5-a]pyrimidin-4(5H)-yl)-5,6,7,8-tetrahydro-1,6-naphthyridine